ClC=1C=C(C=CC1C)NC(OC1CN(C1)C1=CC=C(C=C1)C1C(NC(CC1)=O)=O)=O 1-(4-(2,6-dioxopiperidin-3-yl)phenyl)azetidin-3-yl (3-chloro-4-methylphenyl)carbamate